2,6,6-trimethyl-2-hydroxycyclohexane CC1(CC(CCC1)(C)C)O